C1(CC1)N=S1CCNCC2=C1C=CC=C2 1-(Cyclopropylimino)-1,2,3,5-tetrahydro-4H-1λ4-benzo[f][1,4]thiazepine